2-isopropyl-pyrido[2,3-d]pyrimidin-4-ol C(C)(C)C=1N=C(C2=C(N1)N=CC=C2)O